COC(CC1C2CN(CC12Br)C1=NC(=NC(=C1)C(F)(F)F)N1[C@H](CC1)C)=O 2-(1-bromo-3-(2-((S)-2-methylazetidin-1-yl)-6-(trifluoromethyl)pyrimidin-4-yl)-3-azabicyclo[3.1.0]hexane-6-yl)acetic acid methyl ester